C(O)(O)=O.C=1(O)C(O)=CC=CC1 catechole carbonate